(1R,6S)-2,2-difluoro-6-[4-(propan-2-yl)piperazin-1-yl]cyclohexan-1-ol FC1([C@@H]([C@H](CCC1)N1CCN(CC1)C(C)C)O)F